C1(=CC=CC=C1)C1=C(C(=C([N+](=O)[O-])C(=C1[N+](=O)[O-])O)C1=CC=CC=C1)[N+](=O)[O-] diphenylpicric acid